((S)-1,2-dimethylpropyl)-N-ethyl-5-methyl-N-pyridazin-4-yl-1H-pyrazole-4-carboxamide C[C@@H](C(C)C)N1N=CC(=C1C)C(=O)N(C1=CN=NC=C1)CC